FC(C1=C(C=CC(=C1)C1=C(C(=O)N)C=CC(=C1)N)C1=C(C=C(C=C1)C1=C(C(=O)N)C=CC(=C1)N)C(F)(F)F)(F)F (2,2'-bis(trifluoromethyl)-[1,1'-biphenyl]-4,4'-diyl)bis(4-aminobenzamide)